1-(4-Methoxyphenyl)-6-oxo-pyridine-3-carboxylic acid COC1=CC=C(C=C1)N1C=C(C=CC1=O)C(=O)O